BrC=1C=C2C(=NC1)C(=C(O2)C(=O)OC)OCC(C)=O methyl 6-bromo-3-(2-oxopropoxy)furo[3,2-b]pyridine-2-carboxylate